glycerol ammonium salt [NH4+].OCC(O)CO